acetamido-pyrophosphoric acid C(C)(=O)NOP(=O)(O)OP(=O)(O)O